C(C)(C)(C)OC(=O)N1C[C@H](N([C@H](C1)C)C1=CC=NC=C1)C.N[C@H](C(=O)NC=1C=CC=C2C(=CNC12)C=1C=NNC1)CC1=CNC2=CC=CC=C12 (2S)-2-amino-3-(1H-indol-3-yl)-N-[3-(1H-pyrazol-4-yl)-1H-indol-7-yl]propanamide Tert-Butyl-(3R,5S)-3,5-dimethyl-4-(pyridin-4-yl)piperazine-1-carboxylate